8-((2-chloropyrimidin-5-yl)methyl)-3-(2,2-difluorobenzo[d][1,3]dioxol-5-yl)pyrido[2,3-d]pyrimidine-2,4(3H,8H)-dione ClC1=NC=C(C=N1)CN1C=CC=C2C1=NC(N(C2=O)C2=CC1=C(OC(O1)(F)F)C=C2)=O